2-hydroxybicyclo[2.2.1]Hept-5-ene OC1C2C=CC(C1)C2